FC1=C(C(=C2C=CNC2=C1F)S(=O)(=O)C)OC=1C=CC(=C(C1)C=1NC=C(N1)C1(CCOC2=C(C=CC=C12)SC(C(=O)O)(C)C)C)F 2-[4-[2-[5-[(6,7-difluoro-4-methylsulfonyl-1H-indol-5-yl)oxy]-2-fluoro-phenyl]-1H-imidazol-4-yl]-4-methyl-chroman-8-yl]sulfanyl-2-methyl-propanoic acid